2-(3,4-Dihydro-1H-isoquinolin-2-yl)-3-fluoro-4-(hydroxymethyl)benzonitrile C1N(CCC2=CC=CC=C12)C1=C(C#N)C=CC(=C1F)CO